CN(CCO)CC=C 2-(methyl-2-propen-1-ylamino)ethanol